C(CCCCCCCCCCC)[Si](OC)(OC)OC dodecyl-trimethyloxysilane